(S)-(1'-(5-(2,3-dichlorophenyl)-4-cyano-6-methylpyrimidin-2-yl)-5-methoxy-1,3-dihydrospiro[inden-2,4'-piperidin]-3-yl)carbamic acid tert-butyl ester C(C)(C)(C)OC(N[C@@H]1C2=CC(=CC=C2CC12CCN(CC2)C2=NC(=C(C(=N2)C#N)C2=C(C(=CC=C2)Cl)Cl)C)OC)=O